C(CCC(=O)O)(=O)O.FC1=CC2=C(C(=NO2)C2CCN(CC2)CCCOC2CN3C(CCC4=CC=CC2=C34)=O)C=C1 (3-(4-(6-fluorobenzo[d]isoxazol-3-yl)piperidin-1-yl)propoxy)-5,6-dihydro-1H-pyrrolo[3,2,1-ij]quinolin-4(2H)-one succinate